FC1=C(C(=CC=C1)F)C=1SCC(N1)C(=O)O (2,6-difluorophenyl)-4,5-dihydro-1,3-thiazole-4-carboxylic acid